COS(=O)(=O)[O-].NC1=C(C=C(C=2C(C3=CC=CC=C3C(C12)=O)=O)NCCC[N+](C)(C)C)C 3-[(4-Amino-9,10-dihydro-3-methyl-9,10-dioxo-1-anthracenyl)amino]-N,N,N-trimethyl-1-propanaminium methylsulfat